3,5-di-n-octylphenylboronic acid C(CCCCCCC)C=1C=C(C=C(C1)CCCCCCCC)B(O)O